C(=C)C1=CC=C(CN2N=C(N=N2)CCCCCCCCCCCCC=2N=NN(N2)CC2=CC=C(C=C2)C=C)C=C1 5,5'-dodecamethylenebis[2-(4-vinylbenzyl)-2H-tetrazole]